norleucine methyl ester HCl salt Cl.COC([C@@H](N)CCCC)=O